N-[6-acetyl-2-[4-(hydroxymethyl)cyclohexyl]indazol-5-yl]-6-(trifluoromethyl)pyridine-2-carboxamide C(C)(=O)C=1C(=CC2=CN(N=C2C1)C1CCC(CC1)CO)NC(=O)C1=NC(=CC=C1)C(F)(F)F